4-(6-bromoimidazo[1,2-a]pyridin-3-yl)-N-(6-(4-(ethylsulfonyl)piperazin-1-yl)pyridin-3-yl)pyrimidin-2-amine BrC=1C=CC=2N(C1)C(=CN2)C2=NC(=NC=C2)NC=2C=NC(=CC2)N2CCN(CC2)S(=O)(=O)CC